FC1(CCN(CC1)C1=NC(=CC(=N1)/C(=N/O)/N)C)F (Z)-2-(4,4-difluoropiperidin-1-yl)-N'-hydroxy-6-methylpyrimidine-4-carboxamidine